ClC=1C(=CC2=C(N(C(O2)=O)CCC(=O)OC)C1)O[C@H](C)C1=NC=CC=C1 (R)-Methyl 3-(5-chloro-2-oxo-6-(1-(pyridin-2-yl)ethoxy)benzo[d]oxazol-3(2H)-yl)propanoate